CC=1C=C(C(=NC1)C1=NC=CC=C1)C(=O)N1[C@@H]2[C@@H](C[C@H](C1)C2)NC2=NC=C(C=C2)C(F)(F)F (5-methyl-[2,2'-bipyridin]-3-yl)((1S,4S,6R)-6-((5-(trifluoromethyl)pyridin-2-yl)amino)-2-azabicyclo[2.2.1]hept-2-yl)methanone